1-Tert-butyl (2S)-4-[4-[3-[(4-methoxyphenyl)methyl]-2,4-dioxo-hexahydropyrimidin-1-yl]-8-isoquinolyl]-2-methyl-piperazine-1-carboxylate COC1=CC=C(C=C1)CN1C(N(CCC1=O)C1=CN=CC2=C(C=CC=C12)N1C[C@@H](N(CC1)C(=O)OC(C)(C)C)C)=O